FC1=CC=C(C=C1)C[C@@H](C(=O)O)NC (S)-3-(4-fluorophenyl)-2-(methylamino)propanoic acid